C(C)(C)(C)OC(=O)N1C[C@@H](N(CC1)C=1C2=C(N=CN1)N(C=C2C(=O)N=[N+]=[N-])C2=CC(=CC=C2)Cl)C (S)-4-(5-(azidocarbonyl)-7-(3-chlorophenyl)-7H-pyrrolo[2,3-d]pyrimidin-4-yl)-3-methylpiperazine-1-carboxylic acid tert-butyl ester